CN1C=CC=2C1=NC=C(C2)N2C(NC(CC2)=O)=O 1-(1-Methyl-1H-pyrrolo[2,3-b]pyridin-5-yl)dihydropyrimidine-2,4(1H,3H)-dione